C(C)OC=1C(CCCC1)=O 2-ethoxycyclohex-2-en-1-one